4-(3-ethyl-4-((2-methoxybenzyl)amino)-1-methyl-1H-pyrazolo[3,4-d]pyrimidin-6-yl)benzonitrile C(C)C1=NN(C2=NC(=NC(=C21)NCC2=C(C=CC=C2)OC)C2=CC=C(C#N)C=C2)C